O[C@H](COC=1C=C(C=CC1)S(=O)(=O)NC)CN[C@H]1COC2(C1)CCN(CC2)S(=O)(=O)C2=CN(C1=CC=CC=C1C2=O)CCC 3-((S)-2-hydroxy-3-((R)-8-(4-oxo-1-propyl-1,4-dihydroquinolin-3-ylsulfonyl)-1-oxa-8-azaspiro[4.5]decan-3-ylamino)propoxy)-N-methylbenzenesulfonamide